5-[4-[(E)-3-(3-Hydroxy-4-methoxyphenyl)prop-2-enoyl]phenyl]furan-2-carboxylic acid OC=1C=C(C=CC1OC)/C=C/C(=O)C1=CC=C(C=C1)C1=CC=C(O1)C(=O)O